N[C@H](CC(=O)O)CC1=CC=NC=C1 (S)-3-amino-4-(4-pyridyl)-butyric acid